C1(CCCC1)C(=O)C=1C=C(SC1)C(=O)O 4-(cyclopentanecarbonyl)thiophene-2-carboxylic acid